OC1(C(C(=CC=C1O)C1=CC=CC=C1)CC=O)C o-hydroxyphenylcresol-acetaldehyde